2-chloro-4-(methylthio)pyrimidine ClC1=NC=CC(=N1)SC